COC1=CC2=C(S1)CCC2 2-methoxy-4H,5H,6H-cyclopenta[b]thiophene